tert-butyl (R)-3-((3-(2-methoxy-4-((trimethylsilyl)ethynyl)phenyl)-4-methyl-5-oxo-4,5-dihydro-1,2,4-triazin-6-yl)amino)piperidine-1-carboxylate COC1=C(C=CC(=C1)C#C[Si](C)(C)C)C1=NN=C(C(N1C)=O)N[C@H]1CN(CCC1)C(=O)OC(C)(C)C